O-(4-fluorophenyl)-D-serine FC1=CC=C(C=C1)OC[C@@H](N)C(=O)O